6-(2-chloro-3-methoxyphenyl)-2-(pyrimidin-2-yl)phthalazin-1(2H)-one ClC1=C(C=CC=C1OC)C=1C=C2C=NN(C(C2=CC1)=O)C1=NC=CC=N1